C(C)P([O-])(=O)CCCCCC.[Al+3].C(C)P([O-])(=O)CCCCCC.C(C)P([O-])(=O)CCCCCC Aluminum ethylhexylphosphinate